2,2-dimethyl-3-oxobutanenitrile CC(C#N)(C(C)=O)C